phenylacetone hydrochloride Cl.C1(=CC=CC=C1)CC(C)=O